(6aR,8R)-2-chloro-6a-(difluoromethyl)-5,6,6a,7,8,9-hexahydropyrrolo[1',2':4,5]pyrazino[2,3-c]pyridazin-8-ol ClC=1C=C2C(=NN1)NC[C@@]1(N2C[C@@H](C1)O)C(F)F